tert-butyl 4-[2-fluoro-4-(methoxycarbonyl)-5-methylphenyl]-3,6-dihydro-2H-pyridine-1-carboxylate FC1=C(C=C(C(=C1)C(=O)OC)C)C=1CCN(CC1)C(=O)OC(C)(C)C